rac-(1S*,2S*)-2-(5-chloro-2-(1H-tetrazol-1-yl)phenyl)-N-(4-(((6-cyclopropylimidazo[1,2-a]pyridin-2-yl)methyl)amino)pyridin-2-yl)cyclopropane-1-carboxamide ClC=1C=CC(=C(C1)[C@@H]1[C@H](C1)C(=O)NC1=NC=CC(=C1)NCC=1N=C2N(C=C(C=C2)C2CC2)C1)N1N=NN=C1 |r|